ClC1=C(C=CC(=C1)F)C(C)(C)NC(=O)[C@@H]1CN(CCO1)C(=O)OC(C)(C)C tert-butyl (S)-2-((2-(2-chloro-4-fluorophenyl)propan-2-yl)carbamoyl)morpholine-4-carboxylate